N-(4-methoxyphenyl)-3-(3-methoxy-4-((6-(trifluoromethyl)pyrimidin-4-yl)oxy)phenyl)acrylamide COC1=CC=C(C=C1)NC(C=CC1=CC(=C(C=C1)OC1=NC=NC(=C1)C(F)(F)F)OC)=O